The molecule is an imidazobenzodiazepine that is midazolam which is substituted by a hydroxy group at position 4. It is the minor hydroxylated metabolite of the anesthetic, midazolam. It has a role as a drug metabolite, a human blood serum metabolite and a human urinary metabolite. It is an imidazobenzodiazepine, a member of monofluorobenzenes, an organochlorine compound and an organic hydroxy compound. It derives from a midazolam. CC1=NC=C2N1C3=C(C=C(C=C3)Cl)C(=NC2O)C4=CC=CC=C4F